ClC1=CC=C(C=C1)C1(CCC1)C(=O)O 1-(4-chlorophenyl)-1-cyclobutanecarboxylic acid